C(CC)[N+](CCCCCC)(CCCC)CCC N,N-dipropyl-N-butyl-N-hexylammonium